1-methyl-4-(4-piperidinyl)piperazine dihydrochloride Cl.Cl.CN1CCN(CC1)C1CCNCC1